The molecule is zwitterionic form of anhydrotetracycline arising from transfer of a proton from the 2-hydroxy to the tertiary amino group; major species at pH 7.3. It is a zwitterion and a tertiary alpha-hydroxy ketone. It is a tautomer of an anhydrotetracycline. CC1=C2C=CC=C(C2=C(C3=C1C[C@H]4[C@@H](C(=O)C(=C([C@]4(C3=O)O)[O-])C(=O)N)[NH+](C)C)O)O